N1CCC(CC1)N1N=CC(=C1)C1C=C2C(N=CN=C2)=NC1=O 6-[1-(piperidin-4-yl)pyrazol-4-yl]pyrido[2,3-d]pyrimidin-7-one